O[C@H]1CN(C[C@@H]1CC=C)C(=O)OC(C)(C)C tert-butyl (3R,4S)-3-hydroxy-4-allyl-pyrrolidine-1-carboxylate